FC1=CC=C(C=C1)C=1C=CC=2N(C1)N=CC2N2CCN(CC2)C(=O)OC(C)(C)C tert-butyl 4-(6-(4-fluorophenyl)pyrazolo[1,5-a]pyridin-3-yl)piperazine-1-carboxylate